6-((2-(cyclopentyloxy)pyridin-3-yl)methyl)-7,8-dihydro-1,6-naphthyridin-5(6H)-one C1(CCCC1)OC1=NC=CC=C1CN1C(C=2C=CC=NC2CC1)=O